(S)-4-(3-(2-Chloro-5-(trifluoromethyl)phenethyl)-3-(dimethylamino)piperidin-1-yl)-2,6-difluoro-N-(pyrimidin-4-yl)benzenesulfonamide ClC1=C(CC[C@]2(CN(CCC2)C2=CC(=C(C(=C2)F)S(=O)(=O)NC2=NC=NC=C2)F)N(C)C)C=C(C=C1)C(F)(F)F